bromine (2-13C)Benzyl acetate C(C)(=O)OCC1=[13CH]C=CC=C1.[Br]